CC1(OC[C@H](O1)CN)C (R)-(-)-(2,2-dimethyl-[1,3]dioxolan-4-yl)methylamine